glycolamidobenzenesulfonate C(CO)(=O)NC1=C(C=CC=C1)S(=O)(=O)[O-]